FC(N1C(=NC=C1C#CC1=C2C=C(N=CC2=C(N=C1)NC)NC(=O)[C@@H]1[C@@H](C1)C)C)F (1S,2R)-N-(5-((1-(difluoromethyl)-2-methyl-1H-imidazol-5-yl)ethynyl)-8-(methylamino)-2,7-naphthyridin-3-yl)-2-methylcyclopropanecarboxamide